BrC1=C2C=C(N(C2=CC=C1)CC(F)(F)F)C#CCN(C(OC(C)(C)C)=O)C1=CC=C(C=2C=COC21)S(=O)(=O)C tert-butyl (3-(4-bromo-1-(2,2,2-trifluoroethyl)-1H-indol-2-yl)prop-2-yn-1-yl)(4-(methylsulfonyl)benzofuran-7-yl)carbamate